BrC1=CC(=CC(=N1)C1CN(CCC1)C(=O)OC(C)(C)C)OC tert-butyl 3-(6-bromo-4-methoxypyridin-2-yl)piperidine-1-carboxylate